[N+](=O)([O-])C1=C(C=CC=C1)S(=O)(=O)F 2-Nitrobenzenesulfonyl fluoride